[1-[4-(trifluoromethoxy)benzoyl]-4-piperidyl]-3H-imidazo[4,5-b]pyridin-2-one FC(OC1=CC=C(C(=O)N2CCC(CC2)N2C(NC=3C2=NC=CC3)=O)C=C1)(F)F